2-fluoro-4-(4-methyl-1-piperazinyl)aniline FC1=C(N)C=CC(=C1)N1CCN(CC1)C